2-fluoro-3-(trifluoromethyl)phenethylamine FC1=C(CCN)C=CC=C1C(F)(F)F